CC1(CCC2=CC(=CC=C12)C(C)=O)C 1-(1,1-dimethyl-2,3-dihydro-1H-inden-5-yl)ethan-1-one